C(/C(=C\Cl)/Cl)Cl trans-1,2,3-trichloropropene